FC(CN1CCC(CC1)C1OC2=C(O1)C=CC(=C2)C(=O)N)(F)F 2-(1-(2,2,2-trifluoroethyl)piperidine-4-yl)benzo[d][1,3]dioxole-5-carboxamide